C(CC)C=1N=CNC(C1)=O 4-propyl-1H-pyrimidin-6-one